4-(6-(4-nitrophenyl)-1H-benzo[d]imidazol-1-yl)aniline [N+](=O)([O-])C1=CC=C(C=C1)C=1C=CC2=C(N(C=N2)C2=CC=C(N)C=C2)C1